2-(cyclopropylamino)-6-(5-methyl-4-prop-2-enoyl-2,3-dihydroquinoxalin-1-yl)-8-(tetrahydrofuran-3-ylmethyl)pyrido[2,3-d]pyrimidin-7-one C1(CC1)NC=1N=CC2=C(N1)N(C(C(=C2)N2CCN(C1=C(C=CC=C21)C)C(C=C)=O)=O)CC2COCC2